C(C)(C)(C)OC(=O)N1CC2(C1)CC(C2)(O)[2H] 6-deutero-6-hydroxy-2-azaspiro[3.3]heptane-2-carboxylic acid tert-butyl ester